BrC=1C=NC(=NC1)NC=1C(=NC(=CC1)N1CCC(CC1)N1CCOCC1)OC 5-bromo-2-((2-methoxy-6-(4-morpholinopiperidin-1-yl)pyridin-3-yl)amino)pyrimidine